n-propyl α-acetoxyisobutyrate C(C)(=O)OC(C(=O)OCCC)(C)C